CC(C(C(=O)O)(O)C(C)(C)C)(C1=CC=CC=C1)C(C)(C)C.C(C)(C)(C)C(C(C(=O)O)(O)C(C)(C)C)C1=CC=CC=C1 di-t-butylhydroxyhydrocinnamate (methyl di-t-butyl hydroxyhydrocinnamate)